ClC=1C2=CN(N=C2C=CC1C1=CNC=2N=C(N(C(C21)=O)C)N2C[C@@H]1CN[C@H](C2)C1)CC 5-(4-Chloro-2-ethyl-2H-indazol-5-yl)-2-{(1S,5S)-3,6-diazabicyclo[3.2.1]oct-3-yl}-3-methyl-3H,4H,7H-pyrrolo[2,3-d]pyrimidin-4-one